C1(CC1)C(=O)N1CCN(CC1)C(=O)C=1C=NC2=C(C(=C(C=C2C1N1CCC(CC1)(C#N)C)F)OC)F 1-(3-(4-(cyclopropanecarbonyl)piperazine-1-carbonyl)-6,8-difluoro-7-methoxyquinolin-4-yl)-4-methylpiperidine-4-carbonitrile